ClC1=CC2=C(CCC=3C(N2CCCN)=NN(C3)C)C=C1 3-(8-chloro-2-methyl-4,5-dihydro-pyrazolo[3,4-b][1]benzazepin-10(2H)-yl)propan-1-amine